tributyl-(methoxyethyl)phosphine hexafluorophosphate F[P-](F)(F)(F)(F)F.C(CCC)P(CCOC)(CCCC)CCCC